(S)-benzyl (1-(7-cyano-5-fluoro-2,3-dimethyl-1H-indol-4-yl) piperidin-3-yl)carbamate C(#N)C=1C=C(C(=C2C(=C(NC12)C)C)N1C[C@H](CCC1)NC(OCC1=CC=CC=C1)=O)F